3-methacryloyloxy-2-hydroxypropaneN C(C(=C)C)(=O)OCC(=C)O